piperidine-1-carboxylic acid tert-Butyl ester (tert-Butyl-4-(5-((4-((2-(dimethylphosphoryl) phenyl) amino) pyrimidin-2-yl) amino)-1H-indazol-3-yl) piperidine-1-carboxylate) C(C)(C)(C)C1N(CCC(C1)C1=NNC2=CC=C(C=C12)NC1=NC=CC(=N1)NC1=C(C=CC=C1)P(=O)(C)C)C(=O)O.C(C)(C)(C)OC(=O)N1CCCCC1